O[C@@H]1C[C@H](N(C1)C([C@H](C(C)(C)C)NC(COCCCCOCCCCOCCCCOCC(=O)N[C@H](C(N1[C@@H](C[C@H](C1)O)C(NCC1=CC=C(C=C1)C1=C(N=CS1)C)=O)=O)C(C)(C)C)=O)=O)C(NCC1=CC=C(C=C1)C1=C(N=CS1)C)=O N1,N20-Bis((S)-1-((2S,4R)-4-hydroxy-2-((4-(4-methylthiazol-5-yl)benzyl)carbamoyl)pyrrolidin-1-yl)-3,3-dimethyl-1-oxobutan-2-yl)-3,8,13,18-tetraoxaicosanediamide